1-(2-chloroethyl)-3-(1-phenylazetidin-3-yl)urea ClCCNC(=O)NC1CN(C1)C1=CC=CC=C1